tert-Butyl 3-(7-bromo-4-chlorobenzo[d]oxazol-2-yl)-3,8-diazabicyclo[3.2.1]octane-8-carboxylate BrC1=CC=C(C=2N=C(OC21)N2CC1CCC(C2)N1C(=O)OC(C)(C)C)Cl